ClC=1C(N(C=C(C1C1=C(C=C(C=C1)F)F)C1=C(C(=CC(=C1)OC)OC)Cl)C)=O 3-chloro-5-(2-chloro-3,5-dimethoxyphenyl)-4-(2,4-difluorophenyl)-1-methyl-2(1H)-pyridinone